CN1CCC(CC1)CNC=1C=C(N=NC1)NC=1N=CC(=NC1)C#N 5-(5-((1-methylpiperidin-4-yl)methylamino)pyridazin-3-ylamino)pyrazine-2-carbonitrile